7-methyl-5-(pyridin-3-yl)pyrazolo[1,5-a]Pyrimidine-3-carboxylic acid CC1=CC(=NC=2N1N=CC2C(=O)O)C=2C=NC=CC2